CC(CCCCCCCCCC)CCCCCCCC(CCCCCCCCCCCCCC)C 11,19-dimethyltritriacontane